tert-butyl 4-(2-(benzylthio)-4-fluoro-3-nitrophenyl)-3,6-dihydropyridine-1(2H)-carboxylate C(C1=CC=CC=C1)SC1=C(C=CC(=C1[N+](=O)[O-])F)C=1CCN(CC1)C(=O)OC(C)(C)C